N-[2-[(2,5-dichloropyrimidin-4-yl)amino]-5-methoxyphenyl]methanesulfonamide ClC1=NC=C(C(=N1)NC1=C(C=C(C=C1)OC)NS(=O)(=O)C)Cl